7-(2-fluoro-3-(1-(1-(4-fluorophenyl)cyclobutyl)-1H-pyrazol-4-yl)phenyl)-[1,2,4]triazolo[1,5-a]pyridin-2-amine FC1=C(C=CC=C1C=1C=NN(C1)C1(CCC1)C1=CC=C(C=C1)F)C1=CC=2N(C=C1)N=C(N2)N